C(#N)C1=NN(C=C1)C[C@H](C(=O)OCC)OC(NC1=C2CCCC2=CC=2CCCC12)=O Ethyl (2R)-3-(3-cyano-1H-pyrazol-1-yl)-2-{[(1,2,3,5,6,7-hexahydro-s-indacen-4-yl)-carbamoyl]oxy}propanoate